4-(2-(4-(5-chloro-2-(4-(trifluoromethyl)-1H-1,2,3-triazol-1-yl)phenyl)-5-methoxy-2-oxopyridin-1(2H)-yl)-3-(pyridin-4-yl)propanamido)benzoic acid methyl ester COC(C1=CC=C(C=C1)NC(C(CC1=CC=NC=C1)N1C(C=C(C(=C1)OC)C1=C(C=CC(=C1)Cl)N1N=NC(=C1)C(F)(F)F)=O)=O)=O